CC1=CC2=C(N=C(N=C2NC2=CC=CC=C2)NC2=CC=CC=C2)N1 6-methyl-N2,N4-diphenyl-7H-pyrrolo[2,3-d]Pyrimidine-2,4-diamine